C(C)NC(NN)=S 4-ethyl-3-thiosemicarbazide